CS(=O)(=O)C[C@@H]1[C@H](N(C1)C=1C=CC(=C2C=C(N=CC12)NC1=NC(=NC=C1)N1C[C@H]([C@](CC1)(O)C)O)C(C)C)C (3R,4S)-1-[4-({8-[(2R,3S)-3-(methanesulfonyl-methyl)-2-methylazetidin-1-yl]-5-(propan-2-yl)isoquinolin-3-yl}amino)pyrimidin-2-yl]-4-methyl-piperidine-3,4-diol